ClC=1C=NC=C(C1N1CCN(CC1)C(C1=NC2=C(N1CC(C)C)C=CC=C2)C2=CC=CC=C2)Cl 2-((4-(3,5-dichloropyridin-4-yl)piperazin-1-yl)(phenyl)methyl)-1-isobutyl-1H-benzo[d]imidazole